(Z)-3-(3,4-difluorobenzylidene)-5-fluoroindolin-2-one FC=1C=C(\C=C\2/C(NC3=CC=C(C=C23)F)=O)C=CC1F